(±)-3-(7-Methyl-1H-indazol-5-yl)-2-{[4-(2-oxo-1,4-dihydro-2H-quinazolin-3-yl)-piperidine-1-carbonyl]-amino}-propionic acid 3,4,5,6-tetrahydro-2H-[1,4']bipyridinyl-4-yl ester N1(CCC(CC1)OC([C@@H](CC=1C=C2C=NNC2=C(C1)C)NC(=O)N1CCC(CC1)N1C(NC2=CC=CC=C2C1)=O)=O)C1=CC=NC=C1 |r|